Sulfocarboxylic acid S(=O)(=O)(O)C(=O)O